C(C)(C)(C)OC(=O)C1=CN=C(N1C)CN1C[C@H](CC1)N1C(N(C=2C1=NC=CC2)C2=CC=C(C=C2)CC2=CC=CC=C2)=O (S)-2-((3-(1-(4-benzyl-phenyl)-2-oxo-1,2-dihydro-3H-imidazo[4,5-b]pyridin-3-yl)pyrrolidin-1-yl)methyl)-1-methyl-1H-imidazole-5-carboxylic acid tert-butyl ester